Cl.BrCCN 2-bromoethanamine hydrochloride